BrC=1C(=C(N)C=C(C1)F)I 3-Bromo-5-Fluoro-2-Iodoaniline